tolyltartaric acid C1(=C(C=CC=C1)C(C(=O)O)(O)C(O)C(=O)O)C